1-methoxymethyl-3-methylimidazolium bromide [Br-].COCN1C=[N+](C=C1)C